3-[[5-[4-[3,3-difluoro-1-[[4-(2-methyl-1-oxo-2,7-naphthyridin-4-yl)-2-(trifluoromethoxy)phenyl]methyl]-4-piperidyl]piperazin-1-yl]-2-pyridyl]amino]piperidine-2,6-dione trifluoroacetate FC(C(=O)O)(F)F.FC1(CN(CCC1N1CCN(CC1)C=1C=CC(=NC1)NC1C(NC(CC1)=O)=O)CC1=C(C=C(C=C1)C1=CN(C(C2=CN=CC=C12)=O)C)OC(F)(F)F)F